6-(2-amino-1-cyclopropyl-1-hydroxyethyl-2,2-d2)-3-fluoro-2-(4-fluorophenyl)pyridin NC(C(O)(C1CC1)C1=CC=C(C(=N1)C1=CC=C(C=C1)F)F)([2H])[2H]